C(=O)(O)C1=C(C(=O)NC=2C=C(C=CC2C(=O)O)C2=CC(=C(C=C2)F)F)C=C(C=C1)C(N=S(=O)(C)C)=O 3-(2-carboxy-5-((dimethyl(oxo)-λ6-sulfanylidene)carbamoyl)benzamido)-3',4'-difluoro-[1,1'-biphenyl]-4-carboxylic acid